CN(C1=NC=C(C=C1)CN1N=CC(=C1)B1OC(C(O1)(C)C)(C)C)C N,N-dimethyl-5-[[4-(4,4,5,5-tetramethyl-1,3,2-dioxaborolan-2-yl)pyrazol-1-yl]methyl]pyridin-2-amine